FC(CC(CO)O)(C(C(C(C(C(C(C(C(F)(F)F)(F)F)(F)F)(F)F)(F)F)(F)F)(F)F)(F)F)F 2,2,3,3,4,4,5,5,6,6,7,7,8,8,9,9,10,10,10-nonadecafluorodecylethylene glycol